1-[3-[4-(3,4-Dichloro-2-fluoro-anilino)-7-methoxy-pyrido[3,2-d]pyrimidin-6-yl]azetidin-1-yl]prop-2-en-1-one ClC=1C(=C(NC=2C3=C(N=CN2)C=C(C(=N3)C3CN(C3)C(C=C)=O)OC)C=CC1Cl)F